benzyl-1,8-diazabicyclo[5.4.0]-7-undecenium bromide [Br-].C(C1=CC=CC=C1)[N+]12CCCCCC2=NCCC1